OC1=C(C(=CC=C1)CCC1=CC=CC=C1)C(C=C)=O (2-Hydroxy-6-phenethylphenyl)prop-2-en-1-one